9,9-bis[N-(3-aminobenzoyl)-3-amino-4-hydroxyphenyl]fluorene NC=1C=C(C(=O)NC=2C=C(C=CC2O)C2(C3=CC=CC=C3C=3C=CC=CC23)C2=CC(=C(C=C2)O)NC(C2=CC(=CC=C2)N)=O)C=CC1